N-(2-cyclopropyl-3-(2,5-difluorophenyl)propyl)-5-oxo-4,5-dihydro-1,2,4-oxadiazole-3-carboxamide C1(CC1)C(CNC(=O)C1=NOC(N1)=O)CC1=C(C=CC(=C1)F)F